COC(/C(=C/C=1C(=NC=CC1)OC)/N=[N+]=[N-])=O (2Z)-2-azido-3-(2-methoxypyridin-3-yl)prop-2-enoic acid methyl ester